tert-butyl 4-(4-(4-chloro-6-fluoroquinolin-2-yl)phenyl)piperazine-1-carboxylate ClC1=CC(=NC2=CC=C(C=C12)F)C1=CC=C(C=C1)N1CCN(CC1)C(=O)OC(C)(C)C